C[C@@H]1O[C@@H](CN(C1)C=1C=C(C(=NC1)C)NC(C1=NC(=CC=C1)C=1C=NN(C1)C)=O)C N-(5-((2S,6R)-2,6-dimethylmorpholino)-2-methylpyridin-3-yl)-6-(1-methyl-1H-pyrazol-4-yl)picolinamide